C(C)(=O)O[C@H]1[C@H](OC2=CN(C3=CC(=C(C(=C23)Br)O[Si](C)(C)C(C)(C)C)Br)C(C)=O)O[C@@H]([C@H]([C@@H]1OC(C)=O)OC(C)=O)CO 1-acetyl-4,6-dibromo-5-(tert-butyldimethylsilyl)oxy-1H-indol-3-yl 2,3,4-tri-O-acetyl-β-D-glucopyranoside